N-[(2R,3R)-1-[2-[3-Cyclopropyl-5-(trifluoromethyl)pyrazol-1-yl]acetyl]-2-[2-methyl-3-(trideuteriomethoxy)phenyl]pyrrolidin-3-yl]-4-methyl-oxazole-2-carboxamide C1(CC1)C1=NN(C(=C1)C(F)(F)F)CC(=O)N1[C@@H]([C@@H](CC1)NC(=O)C=1OC=C(N1)C)C1=C(C(=CC=C1)OC([2H])([2H])[2H])C